FC1=CC(=CC2=C1NC([C@H](CO2)NC(=O)C2=NN1C(C=CC=C1C(F)(F)F)=N2)=O)C N-[(3S)-6-fluoro-8-methyl-4-oxo-3,5-dihydro-2H-1,5-benzoxazepin-3-yl]-5-(trifluoromethyl)-[1,2,4]triazolo[1,5-a]pyridine-2-carboxamide